tin-aluminum-tin-copper [Cu].[Sn].[Al].[Sn]